5-phenethoxybicyclo[2.2.1]hept-2-ene C(CC1=CC=CC=C1)OC1C2C=CC(C1)C2